FC1=CC=C(C=C1)C=CCC(=O)O Gamma-p-fluorophenyl-3-butenoic acid